((4-(hydroxymethyl)-1H-pyrazol-3-yl)methyl)-6-(phenylsulfonyl)phthalazin-1(2H)-one OCC=1C(=NNC1)CN1C(C2=CC=C(C=C2C=N1)S(=O)(=O)C1=CC=CC=C1)=O